(3-((2-fluoro-3-formyl-4-methylbenzyl)oxy)phenyl)carbamic acid tert-butyl ester C(C)(C)(C)OC(NC1=CC(=CC=C1)OCC1=C(C(=C(C=C1)C)C=O)F)=O